Cl.Cl.O=C(O)[C@@H](N)CC1=CC=C(O)C(O)=C1 DOPA HCl hydrochloride